4-methoxypyridine-2-formamidine COC1=CC(=NC=C1)C(=N)N